C(C)(C)C1=CC=C(C=C1)N1C=NN(C1=O)CC1=CC(=C(OC(C(=O)O)(C)C)C(=C1)C)C 2-(4-((4-(4-Iso-propylphenyl)-5-oxo-4,5-dihydro-1H-1,2,4-triazol-1-yl)methyl)-2,6-dimethylphenoxy)-2-methylpropionic acid